O=C1NC(CCC1N1C=C2C=CC(=CC2=C1)CN1CCN(CC1)C1CCN(CC1)C1=NN(C2=C1C=NC(=C2)NC2=NC(=NC=C2)N2CCC(CC2)OC)C(C)C)=O 2-(2,6-dioxopiperidin-3-yl)-5-((4-(1-(1-isopropyl-6-((2-(4-methoxypiperidine-1-yl)pyrimidin-4-yl)amino)-1H-pyrazolo[4,3-c]pyridin-3-yl)piperidin-4-yl)piperazin-1-yl)methyl)isoindole